C(C1=CC=C(C=C1)OC)(=O)C1=C(C(=C(O)C=C1)O)O anisoyl-hydroxyresorcinol